C(C)OC(CNC(C(=O)NC)=O)OCC N-(2,2-diethoxyethyl)-N'-methyloxalic acid diamide